BrC1=NN(C(=C1)C(=O)N(CC)C1=C(C=C(C=C1C(NCC)=O)Cl)Cl)C1=NC=CC=C1Cl 3-bromo-1-(3-chloropyridin-2-yl)-N-(2,4-dichloro-6-(ethylcarbamyl)phenyl)-N-ethyl-1H-pyrazole-5-carboxamide